N[C@H](COC1=CC=2C=3C=C4C(=C(C3N(C2C=C1)C)C)C=CN=C4C(=O)N[C@@H](CN(C)C)C)C 9-((S)-2-aminopropoxy)-N-((R)-1-(dimethylamino)propan-2-yl)-5,6-dimethyl-6H-pyrido[4,3-b]carbazole-1-carboxamide